ClC1=C(C=C(C=C1)C(F)(F)F)C=1C=C2C(=NN(C2=CC1)C(C1=CC=CC=C1)(C1=CC=CC=C1)C1=CC=CC=C1)NC(=O)C1CCN(CC1)C N-{5-[2-chloro-5-(trifluoromethyl)phenyl]-1-trityl-1H-indazol-3-yl}-1-methylpiperidine-4-carboxamide